OC1=CC(=C2C(CC(OC2=C1CC=C(C)C)C=1SC(=CC1)C)=O)OC 7-hydroxy-5-methoxy-8-(3-methylbut-2-en-1-yl)-2-(5-methylthiophene-2-yl)chroman-4-one